C(C1=CC=CC=C1)OCCCCC1(CC1)O 1-(4-(Benzyloxy)butyl)cyclopropan-1-ol